4-((R)-2-((R)-2-(2-(Aminooxy)acetamido)-3-methylbutanamido)-5-ureidopentanamido)benzyl 2-butyl-1-(2-(2-(piperazine-1-carboxamido)ethoxy)ethyl)-1H-imidazo[4,5-c]quinolin-4-ylcarbamate C(CCC)C=1N(C2=C(C(=NC=3C=CC=CC23)NC(OCC2=CC=C(C=C2)NC([C@@H](CCCNC(=O)N)NC([C@@H](C(C)C)NC(CON)=O)=O)=O)=O)N1)CCOCCNC(=O)N1CCNCC1